FC1=C2C=CC=NC2=CC=C1NC1=NC=NC2=CC=CC=C12 N-(5-fluoroquinolin-6-yl)quinazolin-4-amine